(5R)-5-[[(3-chloropyridin-2-yl)oxy]methyl]-3,3-dimethyl-2-oxopyrrolidine-1-carboxylic acid tert-butyl ester C(C)(C)(C)OC(=O)N1C(C(C[C@@H]1COC1=NC=CC=C1Cl)(C)C)=O